3-[Hydroxy-(5-pyrrolidin-1-yl-pyridin-3-yl)-(4-trifluoromethyl-phenyl)-methyl]-3-methyl-azetidine-1-carboxylic acid tert-butyl ester C(C)(C)(C)OC(=O)N1CC(C1)(C)C(C1=CC=C(C=C1)C(F)(F)F)(C=1C=NC=C(C1)N1CCCC1)O